2-chloro-4-(2,4-difluoro-5-(trifluoromethyl)phenyl)-6,7-dimethyl-pteridine ClC1=NC2=NC(=C(N=C2C(=N1)C1=C(C=C(C(=C1)C(F)(F)F)F)F)C)C